COC(C(=CO)C=1C=C(C=CC1)C1=C(C(=C(C=C1)OC)OCCC)C#N)=O 2-(2'-cyano-4'-methoxy-3'-propoxy-[1,1'-biphenyl]-3-yl)-3-hydroxy-acrylic acid methyl ester